2-(4,4-difluoro-3-methylpiperidin-1-yl)-6-fluoro-4-methyl-N-(2-sulfamoylpyridin-4-yl)quinoline-3-carboxamide FC1(C(CN(CC1)C1=NC2=CC=C(C=C2C(=C1C(=O)NC1=CC(=NC=C1)S(N)(=O)=O)C)F)C)F